1-methyl-3-octylimidazolium tetracyanoborate C(#N)[B-](C#N)(C#N)C#N.CN1C=[N+](C=C1)CCCCCCCC